ClC=1C=CC(=NC1)[C@@H](C)C1(CCN(CC1)C1=C(C(N(C2=CC(=CC=C12)OC1COCC1)C)=O)C#N)O 4-[4-[(1R)-1-(5-chloro-2-pyridyl)ethyl]-4-hydroxy-1-piperidyl]-1-methyl-2-oxo-7-tetrahydrofuran-3-yloxy-quinoline-3-carbonitrile